FC1=C(C(=C(C=C1F)F)F)C=1C=CC=C2C=CC=NC12 8-(2,3,5,6-tetrafluorophenyl)quinoline